tri(methylsilyl)phosphine C[SiH2]P([SiH2]C)[SiH2]C